C(C)(=O)OC(C)(C=C)CC\C=C(/C)\CCC=C(C)C E-nerolidyl acetate